ClC1=C(C=C(C=N1)C1=NC=2N(C=C1)N=C(C2)C(F)(F)F)SCC 5-(6-chloro-5-(ethylthio)pyridin-3-yl)-2-(trifluoromethyl)pyrazolo[1,5-a]pyrimidine